NC1=C(C(=C(C=C1)C1=CC=CC=C1)CC(=O)OC)OC methyl 2-(4-amino-3-methoxy-[1,1'-biphenyl]-2-yl)acetate